(1S,3S)-3-[(7S)-2-Benzyl-6-(methoxycarbonyl)-7-methyl-3H,6H,7H,8H,9H-imidazo[4,5-f]chinolin-3-yl]cyclohexan C(C1=CC=CC=C1)C=1N(C=2C(=C3CC[C@@H](N(C3=CC2)C(=O)OC)C)N1)C1CCCCC1